C(C)N1C(C(NCC1)C1=C(C=CC=C1)C(C)C)=O 1-ethyl-3-(2-isopropylphenyl)piperazin-2-one